2-(1-(((1-((2-chloropyrimidin-5-yl)amino)isoquinolin-6-yl)oxy)methyl)cyclopropyl)acetonitrile ClC1=NC=C(C=N1)NC1=NC=CC2=CC(=CC=C12)OCC1(CC1)CC#N